(1R,3S,5R)-2-(2-(4-amino-6-(trifluoromethyl)-9H-pyrimido[4,5-b]indol-9-yl)acetyl)-N-(pyridin-2-yl)-2-azabicyclo[3.1.0]hexane-3-carboxamide NC1=NC=NC=2N(C3=CC=C(C=C3C21)C(F)(F)F)CC(=O)N2[C@@H]1C[C@@H]1C[C@H]2C(=O)NC2=NC=CC=C2